C(C)OCCCCOCCCCOCC ethoxybutylether